N-(4-amino-3-fluoro-5-iodobenzyl)-4-methylpyrimidine-5-carboxamide NC1=C(C=C(CNC(=O)C=2C(=NC=NC2)C)C=C1I)F